S[W](=S)=S mercaptotungsten disulfide